ClC1=CC=C(C=NN=C2SC(C(N2)=O)CC(=O)Cl)C=C1 2-(2-((4-chlorobenzylidene)hydrazineylidene)-4-oxothiazolidine-5-yl)acetyl chloride